5-chloromethyl-2-oxo-3-oxabicyclo[3.1.1]Heptane-1-carboxylic acid ClCC12COC(C(C1)(C2)C(=O)O)=O